C1(CC1)CN1CC2(CN(C2)C2=C(N=C(S2)C2=NNC(=C2C(C)C)C=2C=C(C=3N(C2)N=CN3)OC)C)C1 5-(6-(cyclopropylmethyl)-2,6-diazaspiro[3.3]heptan-2-yl)-2-(4-isopropyl-5-(8-methoxy-[1,2,4]triazolo[1,5-a]pyridin-6-yl)-1H-pyrazol-3-yl)-4-methylthiazole